FC1=CC=C2C(CN(C(C2=C1)=O)C1=C(C=CC=C1)C)C(C)C 7-fluoro-4-isopropyl-2-(o-tolyl)-3,4-dihydroisoquinolin-1(2H)-one